[Cl-].C[N+](C1CCOCC1)(CC1=CC=C(C=C1)NC(=O)C=1CCCC2=C(C1)C=C(C=C2)C2=CC=C(C=C2)C)C N,N-dimethyl-N-(4-[[[2-(4-methylphenyl)-6,7-dihydro-5H-benzocyclohepten-8-yl]carbonyl]amino]benzyl)-tetrahydro-2H-pyran-4-aminium chloride